1-(4-(piperidin-4-yl)phenyl)dihydropyrimidine-2,4(1H,3H)dione hydrochloride Cl.N1CCC(CC1)C1=CC=C(C=C1)N1C(NC(CC1)=O)=O